1-(7-bromo-1-methyl-1H-indazole-3-yl)dihydropyrimidine-2,4(1H,3H)-dione BrC=1C=CC=C2C(=NN(C12)C)N1C(NC(CC1)=O)=O